1-bromo-N-[(2,4-dimethoxyphenyl)methyl]-6-methyl-imidazo[1,5-a]pyrazine-3-carboxamide BrC=1N=C(N2C1C=NC(=C2)C)C(=O)NCC2=C(C=C(C=C2)OC)OC